(R)-N7-(azetidin-3-yl)-N4-(1-(3-(difluoromethyl)-2-fluorophenyl)ethyl)-6-(4-isopropylpiperazin-1-yl)-2-methylpyrido[2,3-d]pyrimidine-4,7-diamine N1CC(C1)NC=1C(=CC2=C(N=C(N=C2N[C@H](C)C2=C(C(=CC=C2)C(F)F)F)C)N1)N1CCN(CC1)C(C)C